N-[(2-Amino-3-pyridyl)sulfonyl]-6-isobutyl-2-[(4S)-2,2,4-trimethylpyrrolidin-1-yl]pyridin-3-carboxamid NC1=NC=CC=C1S(=O)(=O)NC(=O)C=1C(=NC(=CC1)CC(C)C)N1C(C[C@@H](C1)C)(C)C